C1(CC1)C=1N=C2N(C=C(C=C2)C)C1C(=O)O 2-cyclopropyl-6-methylimidazo[1,2-a]pyridine-3-carboxylic acid